1-METHYL-3,4-DIHYDROISOQUINOLINE-7-CARBALDEHYDE CC1=NCCC2=CC=C(C=C12)C=O